CN1N=CC(=C1)CC(=O)OC Methyl 2-(1-methyl-1H-pyrazol-4-yl)acetate